C(C(C)C)N1N=CC=2N=C(N=C(C21)N[C@H](C)C=2C=NC1=CC=CC=C1C2)N2CCN(CC2)C(C)=O 1-{4-[1-isobutyl-7-((R)-1-quinolin-3-yl-ethylamino)-1H-pyrazolo[4,3-d]pyrimidin-5-yl]-piperazin-1-yl}-ethanone